Methyl (E,Z)-4-(Prop-1-En-1-yl)-1H-Pyrrole-2-Carboxylate C(=C\C)/C=1C=C(NC1)C(=O)OC